4-Chloro-3-methoxy-benzoic acid [(2R)-3-(3-ethyl-4-oxo-spiro[6,8-dihydro-5H-pyrazolo[4,3-c]azepin-7,4'-tetrahydropyran]-1-yl)-2-methyl-propyl] ester C(C)C1=NN(C2=C1C(NCC1(CCOCC1)C2)=O)C[C@H](COC(C2=CC(=C(C=C2)Cl)OC)=O)C